silicon bicarbonate C([O-])(O)=O.[Si+4].C([O-])(O)=O.C([O-])(O)=O.C([O-])(O)=O